tert-butyl 4-[(6-iodopyridazin-3-yl) (methyl) amino]-2-methylpiperidine-1-carboxylate IC1=CC=C(N=N1)N(C1CC(N(CC1)C(=O)OC(C)(C)C)C)C